dimethyl-2,5-pyrazine CC1=CN=C(C=N1)C